dimercaptoethane mono(sulfate) S(=O)(=O)(O)O.SC(C)S